(1R,2S,5S)-3-(3,5-difluoro-2-hydroxybenzoyl)-6,6-dimethyl-N-((S)-3-oxo-1-((S)-2-oxopyrrolidin-3-yl)-4-(trifluoromethoxy)butan-2-yl)-3-azabicyclo-[3.1.0]hexane-2-carboxamide FC=1C(=C(C(=O)N2[C@@H]([C@H]3C([C@H]3C2)(C)C)C(=O)N[C@@H](C[C@H]2C(NCC2)=O)C(COC(F)(F)F)=O)C=C(C1)F)O